N=1N=CN2C1C=NC(=C2)N [1,2,4]Triazolo[4,3-a]Pyrazine-6-amine